tert-butyl 5-amino-4-(6-(hydroxymethyl)-1-oxo-7-(3-phenylpropoxy)isoindolin-2-yl)-5-oxopentanoate NC(C(CCC(=O)OC(C)(C)C)N1C(C2=C(C(=CC=C2C1)CO)OCCCC1=CC=CC=C1)=O)=O